ClC1=NC=CC2=C1C(=NN2)C(F)F 4-chloro-3-(difluoromethyl)-1H-pyrazolo[4,3-c]Pyridine